P(=O)([O-])([O-])[O-].CC1=C(O[Ti+2]OC2=C(C=C(C=C2)C)C)C=CC(=C1)C.P(=O)([O-])([O-])[O-].CC1=C(O[Ti+2]OC2=C(C=C(C=C2)C)C)C=CC(=C1)C.CC1=C(O[Ti+2]OC2=C(C=C(C=C2)C)C)C=CC(=C1)C bis(2,4-dimethylphenoxy)titanium phosphate